FC1=C(C=CC=C1)C1=NC=CC=C1N[C@H](C)C=1C=C(C=C2C(C(=C(OC12)C1=NC=CC=C1)C)=O)C 8-[(1R)-1-[[2-(2-Fluorophenyl)-3-pyridyl]amino]ethyl]-3,6-dimethyl-2-(2-pyridyl)chromen-4-one